NC1=CC=C(C=N1)C1=C2C=CN(C(C2=CN=C1)=O)CC=1N=C2N(C=C(C=C2)C)C1 5-(6-aminopyridin-3-yl)-2-({6-methylimidazo[1,2-a]pyridin-2-yl}methyl)-1,2-dihydro-2,7-naphthyridin-1-one